(S)-1-(4-((4-amino-5-(4-phenoxyphenyl)-7-(tetrahydrofuran-3-yl)-7H-pyrrolo[2,3-d]pyrimidin-6-yl)ethynyl)piperidin-1-yl)-2-methylprop-2-en-1-one NC=1C2=C(N=CN1)N(C(=C2C2=CC=C(C=C2)OC2=CC=CC=C2)C#CC2CCN(CC2)C(C(=C)C)=O)[C@@H]2COCC2